(S)-N-(cyclopropylmethyl)-N'-((R)-1-(4-methoxyphenyl)ethyl)-4-nitrobenzenesulfonimidamide C1(CC1)CN[S@@](=O)(=N[C@H](C)C1=CC=C(C=C1)OC)C1=CC=C(C=C1)[N+](=O)[O-]